(3,4-dimethoxyphenyl)(3-(4-hydroxypiperidin-1-yl)phenyl)methanone butyl-4-(2-chloro-5-fluoropyridin-4-yl)piperazine-1-carboxylate C(CCC)OC(=O)N1CCN(CC1)C1=CC(=NC=C1F)Cl.COC=1C=C(C=CC1OC)C(=O)C1=CC(=CC=C1)N1CCC(CC1)O